(E)-3-(1-(3-chloro-4-(trifluoromethoxy)benzyl)-1H-pyrrolo[2,3-b]pyridin-3-yl)-2-cyanoacrylic acid ClC=1C=C(CN2C=C(C=3C2=NC=CC3)/C=C(/C(=O)O)\C#N)C=CC1OC(F)(F)F